5-amino-N-((1R)-1-(4-((1-(6-(3-(2,6-dioxopiperidin-3-yl)-2-oxo-2,3-dihydrobenzo[d]oxazol-7-yl)hexyl)piperidin-4-yl)ethynyl)naphthalen-1-yl)ethyl)-2-methylbenzamide NC=1C=CC(=C(C(=O)N[C@H](C)C2=CC=C(C3=CC=CC=C23)C#CC2CCN(CC2)CCCCCCC2=CC=CC=3N(C(OC32)=O)C3C(NC(CC3)=O)=O)C1)C